3-bromo-9-(4,4''-di-tert-butyl-[1,1':3',1''-terphenyl]-2'-yl)-9H-carbazole BrC=1C=CC=2N(C3=CC=CC=C3C2C1)C1=C(C=CC=C1C1=CC=C(C=C1)C(C)(C)C)C1=CC=C(C=C1)C(C)(C)C